N-(3,4-dichlorophenyl)-2-fluoro-6,7,8,9-tetrahydro-5H-5,8-epiminobenzo[7]annulene-10-carboxamide ClC=1C=C(C=CC1Cl)NC(=O)N1C2CCC1CC1=C2C=CC(=C1)F